CN1CCN(CC1)CCN 4-Methyl-1-piperazineethylamine